3-((5-fluoro-6-((1-methyl-1H-pyrazol-4-yl)amino)pyridin-3-yl)ethynyl)-4-methyl-N-(4-((4-methylpiperazin-1-yl)methyl)-3-(trifluoromethyl)phenyl)benzamide FC=1C=C(C=NC1NC=1C=NN(C1)C)C#CC=1C=C(C(=O)NC2=CC(=C(C=C2)CN2CCN(CC2)C)C(F)(F)F)C=CC1C